CN1C(CN(CC1)C(CC1=CC=C(C=C1)NC(OCC1=CC=C(C=C1)Cl)=O)=O)=O 4-chlorobenzyl (4-(2-(4-methyl-3-oxopiperazin-1-yl)-2-oxoethyl)phenyl)carbamate